C(C1=CC=CC=C1)N1CCC(CC1)CCNC(=O)N1[C@@H](CN(CC1)C1=CC(=C(C=C1)OC)F)C (2R)-N-[2-(1-benzylpiperidin-4-yl)ethyl]-4-(3-fluoro-4-methoxyphenyl)-2-methylpiperazine-1-carboxamide